NC1=NC=C(C=C1OC1=CC(=C(C=C1)NC(=O)NC1=CC(=C(C=C1)Cl)C(F)(F)F)F)Cl 1-(4-((2-amino-5-chloropyridin-3-yl)oxy)-2-fluorophenyl)-3-(4-chloro-3-(trifluoromethyl)phenyl)urea